N-(2-(dimethylamino)-2-phenylethyl)isoindoline-2-carboxamide 2,4,4-trimethylpentane-1,3-diyl-bis(2-methylpropionate) CC(CC(C(=O)O)(C)C)C(C(C)(C)C)C(C(=O)O)(C)C.CN(C(CNC(=O)N1CC2=CC=CC=C2C1)C1=CC=CC=C1)C